C(C1=CC=CC=C1)N1CC2(CC2)CC1 5-benzyl-5-azaspiro[2.4]heptane